(R)-N-(1-(3-aminopyrrolidin-1-yl)-3-(1-methyl-1,2,3,6-tetrahydropyridin-4-yl)isoquinolin-6-yl)-N-methylacrylamide N[C@H]1CN(CC1)C1=NC(=CC2=CC(=CC=C12)N(C(C=C)=O)C)C=1CCN(CC1)C